[Si](C)(C)(C(C)(C)C)O[C@H]1[C@H](N(CC1)C1=NC(=CC(=C1)C(F)(F)F)C)C(=O)NC1=CC(=C(C=C1)F)Cl (2S,3R)-3-((tert-butyldimethylsilyl)oxy)-N-(3-chloro-4-fluorophenyl)-1-(6-methyl-4-(trifluoromethyl)pyridin-2-yl)pyrrolidine-2-carboxamide